NC=1C(=NC2=C(C(=C(C=C2C1NC1C2CN(C1C2)C(=O)OCCCC)I)Cl)Br)N2CC(C2)N(C)C butyl (endo)-5-((3-amino-8-bromo-7-chloro-2-(3-(dimethylamino)azetidin-1-yl)-6-iodoquinolin-4-yl)amino)-2-azabicyclo[2.1.1]hexane-2-carboxylate